4-chloro-3-(6-chlorohex-1-yn-1-yl)quinoline ClC1=C(C=NC2=CC=CC=C12)C#CCCCCCl